C(C)(C)N(P(OCC1(CCN(CC1)C(CCCCCNS(=O)(=O)C1=CC=C(C=C1)\N=N\C1=CC=C(C=C1)N(C)C)=O)COC(C1=CC=C(C=C1)OC)(C1=CC=C(C=C1)OC)C1=CC=C(C=C1)OC)OCCC#N)C(C)C (E)-(4-((tris(4-methoxyphenyl)methoxy)methyl)-1-(6-(4-((4-(dimethylamino)phenyl)diazenyl)-phenylsulfonamido)hexanoyl)piperidin-4-yl)methyl (2-cyanoethyl) diisopropylphosphoramidite